(1S,2R)-2-((1-(4-methoxyphenyl)-2-oxo-2-((4-(trimethylsilyl)phenyl)amino)ethyl)carbamoyl)cyclopentanecarboxylic acid COC1=CC=C(C=C1)C(C(NC1=CC=C(C=C1)[Si](C)(C)C)=O)NC(=O)[C@H]1[C@H](CCC1)C(=O)O